5-{5-[1-(2-hydroxyethyl)-1H-1,3-benzodiazol-5-yl]-1,3,4-oxadiazol-2-yl}-2-[(propan-2-yl)amino]benzonitrile OCCN1C=NC2=C1C=CC(=C2)C2=NN=C(O2)C=2C=CC(=C(C#N)C2)NC(C)C